4-[2-cyano-5-(2-methylprop-1-enyl)phenyl]-1,4-diazacycloheptane-1-carboxylic acid tert-butyl ester C(C)(C)(C)OC(=O)N1CCN(CCC1)C1=C(C=CC(=C1)C=C(C)C)C#N